(S)-5-(3-((S)-8-chloro-7-fluoro-1-methyl-1,2,4,5-tetrahydro-3H-benzo[d]azepin-3-yl)-3-oxopropyl)-5-cyclopropylimidazolidine-2,4-dione ClC=1C(=CC2=C([C@@H](CN(CC2)C(CC[C@@]2(C(NC(N2)=O)=O)C2CC2)=O)C)C1)F